OC1=CC=C(C=C1)C(=C(CC)C1=CC=CC=C1)C1=CC=C(C=C1)N1CCN(CC1)CC1=CC=C(C=N1)N1C(NC(CC1)=O)=O 1-(6-((4-(4-(1-(4-hydroxyphenyl)-2-phenylbut-1-en-1-yl)phenyl)piperazin-1-yl)methyl)pyridin-3-yl)dihydropyrimidine-2,4(1H,3H)-dione